C(C)(=O)O[C@H]1CC[C@@]2([C@H]3CC[C@]4([C@H]([C@@H]3CC=C2[C@H]1O)CC[C@@H]4[C@@H](CCCC(=O)OC)C)C)C Methyl (5R)-5-[(1R,3aS,3bS,6R,7S,9aR,9bS,11aR)-7-acetoxy-6-hydroxy-9a,11a-dimethyl-2,3,3a,3b,4,6,7,8,9,9a,9b,10,11,11a-tetradecahydro-1H-cyclopenta[1,2-a]phenanthren-1-yl]hexanoate